ClC1=NC(=NC(=C1)OCC=1N=C2N(C=C(C=C2)C2CC2)C1)CO (4-chloro-6-((6-cyclopropylimidazo[1,2-a]pyridin-2-yl)methoxy)pyrimidin-2-yl)methanol